(S)-imino(methyl)(2-(4-((S)-1-(2-methylbenzo[d]thiazol-5-yl)ethyl)piperazin-1-yl)pyrimidin-5-yl)-λ6-sulfanone N=[S@@](=O)(C=1C=NC(=NC1)N1CCN(CC1)[C@@H](C)C=1C=CC2=C(N=C(S2)C)C1)C